FC1=CC(=C(C=C1C=1CN(CC1)C1=NC=NC(=C1)OC)NC(=O)C1=CNC(C=C1C(F)(F)F)=O)N1C[C@H](N([C@H](C1)C)C)C N-[4-fluoro-5-[1-(6-methoxypyrimidin-4-yl)-2,5-dihydropyrrol-3-yl]-2-[(3R,5S)-3,4,5-trimethylpiperazin-1-yl]phenyl]-6-oxo-4-(trifluoromethyl)-1H-pyridine-3-carboxamide